5-methyl-4H-thieno[3,2-b]pyrrole-2-carboxylic acid methyl ester COC(=O)C1=CC=2NC(=CC2S1)C